methyl 8-((2-(2-(2,6-dioxopiperidin-3-yl)-1-oxoisoindolin-5-yl)-3-fluoropyridin-4-yl) methyl)-1,8-diazaspiro[4.5]decane-1-carboxylate O=C1NC(CCC1N1C(C2=CC=C(C=C2C1)C1=NC=CC(=C1F)CN1CCC2(CCCN2C(=O)OC)CC1)=O)=O